3-(4-chloro-7-methoxy-1-oxoisoindolin-2-yl)piperidine-2,6-dione ClC1=C2CN(C(C2=C(C=C1)OC)=O)C1C(NC(CC1)=O)=O